FC1=C(C=CC(=C1)F)S(=O)(=O)NC=1C(=NC=C(C1)C=1C=C2C(=NC=NC2=CC1)N1CCN(CC1)C(=O)C1=CC(CC1)=O)OC 2,4-difluoro-N-(2-methoxy-5-(4-(4-(3-oxocyclopent-1-ene-1-carbonyl)piperazin-1-yl)quinazolin-6-yl)pyridin-3-yl)benzenesulfonamide